FC1=C(C=CC=C1)C=1C(=CC=CC1F)C=O 2',6-difluoro-[1,1'-biphenyl]-2-formaldehyde